O1COC2=C1C=CC(=C2)C[C@H](C)N(CC)C(=O)OCOC(=O)CCCC(=O)O 4-({[(S)-2-(2H-1,3-benzodioxol-5-yl)-1-methyl-ethyl]-N-ethylaminocarbonyloxy}methoxycarbonyl)butyric acid